tert-butyl 4-((2-chloro-7-oxo-5,7-dihydro-6H-pyrrolo[3,4-b]pyridin-6-yl)methyl)-5-methoxy-7-methyl-1H-indole-1-carboxylate ClC1=CC=C2C(=N1)C(N(C2)CC2=C1C=CN(C1=C(C=C2OC)C)C(=O)OC(C)(C)C)=O